FC=1C(NC(N(C1)C1CCC(O1)C#N)=O)=O 5-(5-fluoro-2,4-dioxo-3H-pyrimidin-1-yl)oxolane-2-carbonitrile